6-methyl-5-nitro-2-thiouracil CC1=C(C(NC(N1)=S)=O)[N+](=O)[O-]